C(C)OP(OCC)(=O)CN(CCO)CCO N,N-bis(2-hydroxylethyl)aminomethyl-phosphonic acid diethyl ester